C=1(C(=CC=CC1)S(=O)(=O)[O-])S(=O)(=O)[O-] benzene-1,2-disulfonate